FC1=C2CC(CC2=C(C=C1)F)(C(=O)OC)O methyl 4,7-difluoro-2-hydroxy-indan-2-carboxylate